CN1CCNCC1 N-Methyl-piperazine